(S)-N-(3''-fluoro-5''-methoxy-2,2'-dimethyl-4''-((((5-oxopyrrolidin-2-yl)methyl)amino)methyl)-[1,1':3',1''-terphenyl]-3-yl)-1-methyl-2-oxo-1,2-dihydropyridine-3-carboxamide FC=1C=C(C=C(C1CNC[C@H]1NC(CC1)=O)OC)C=1C(=C(C=CC1)C1=C(C(=CC=C1)NC(=O)C=1C(N(C=CC1)C)=O)C)C